(R)-4-((2-(1-(azetidin-1-yl)ethyl)-6-fluorobenzyl)amino)-2,6-difluoro-N-(thiazol-4-yl)benzenesulfonamide formate C(=O)O.N1(CCC1)[C@H](C)C1=C(CNC2=CC(=C(C(=C2)F)S(=O)(=O)NC=2N=CSC2)F)C(=CC=C1)F